C(=CCC)C1=C(C(=O)N)C=CC=C1 buten-1-yl-benzamide